(3R,4S)-3-(3-(trifluoromethoxy)pyrrolidin-1-yl)chroman-4-amine FC(OC1CN(CC1)[C@H]1COC2=CC=CC=C2[C@@H]1N)(F)F